BrC=1C=CC(=C(C1)C(CCC)=O)F 1-(5-bromo-2-fluorophenyl)butan-1-one